FC(C1=C(C=CC=C1)C1=CC(N(C=N1)C[C@@]1(CCN(CC12CCCC2)C(=O)N2[C@@H](CNCC2)C2=CC=CC=C2)O)=O)F 6-(2-(Difluoro-methyl)phenyl)-3-(((S)-10-hydroxy-7-((R)-2-phenylpiperazine-1-carbonyl)-7-aza-spiro[4.5]decan-10-yl)methyl)pyrimidin-4(3H)-one